5-(benzyloxymethyl)-2,2-dimethyl-1,3-dioxane C(C1=CC=CC=C1)OCC1COC(OC1)(C)C